ClC1=CC=C(C=C1)[C@H](C(=O)N1CCN(CC1)C=1C2=C(N=CN1)[C@@H](C[C@H]2C)O)CN2CCOCC2 (S)-2-(4-chlorophenyl)-1-(4-((5R,7R)-7-hydroxy-5-methyl-6,7-dihydro-5H-cyclopenta[d]pyrimidin-4-yl)piperazin-1-yl)-3-morpholinopropan-1-one